2-((2-(2,2,2-trifluoroethyl)-phenyl)amino)-5-(trifluorometh-yl)benzoic acid FC(CC1=C(C=CC=C1)NC1=C(C(=O)O)C=C(C=C1)C(F)(F)F)(F)F